F[C@@H]\1[C@@H]2CCC[C@H](C/C1=C\C=1N=CC(=NC1)C=1C(=CC(=NC1)N1C=NC=C1)O)N2 5-(5-((E)-((1S,2S,5R)-2-fluoro-9-azabicyclo[3.3.1]nonan-3-ylidene)methyl)pyrazin-2-yl)-2-(1H-imidazol-1-yl)pyridin-4-ol